CN(C)C1=NC=NC2=C1NC=N2 6-dimethyladenine